ClC=1C=CC(=C(C=NC(C(=O)OC)C(C)C)C1)O methyl 2-(5-chloro-2-hydroxybenzylidene-amino)-3-methyl-butanoate